C(C)(=O)N1C[C@@H](CCC1)C1=CC=C(C=C1)NC(OCC1=CN=CO1)=O oxazol-5-ylmethyl (S)-(4-(1-acetylpiperidin-3-yl)phenyl)carbamate